6-(4-(4-chlorophenyl)-5-hydroxy-3-methyl-1H-pyrazol-1-yl)pyridine-3-sulfonamide ClC1=CC=C(C=C1)C=1C(=NN(C1O)C1=CC=C(C=N1)S(=O)(=O)N)C